C1(=CC(=CC(=C1)C)C)C.[Cr] chromium (mesitylene)